S1C=NC2=C1C=CC=C2CC(=O)NC2=NNC=C2 3-[(1,3-benzo-thiazol-4-ylacetyl)amino]-1H-pyrazol